3-((tert-butoxycarbonyl)amino)-4-(2-(2-fluoro-4-hydroxyphenyl)-2H-1,2,3-triazol-4-yl)butanoic acid ethyl ester C(C)OC(CC(CC1=NN(N=C1)C1=C(C=C(C=C1)O)F)NC(=O)OC(C)(C)C)=O